N-[8-amino-6-(3-methyl-4-pyridyl)-3-isoquinolyl]-2-fluoro-cyclopropane-1-carboxamide NC=1C=C(C=C2C=C(N=CC12)NC(=O)C1C(C1)F)C1=C(C=NC=C1)C